C(CC)[SiH2]OCCOCC1=C(C=CC=C1)O propyl-(hydroxyphenyl)methoxyethoxysilane